C(C)OC(=C)C1=CC=C2C(C(=NN(C2=C1)CC)CCO[Si](C(C)C)(C(C)C)C(C)C)=O 7-(1-ethoxyvinyl)-1-ethyl-3-(2-((triisopropylsilyl)oxy)ethyl)cinnolin-4(1H)-one